C(C)N(CC)CCN(CCOC(OC(CCCCCCC(=O)OCC(CCCCCCCC)CCCCCC)CCCCCC)=O)C(C)C 2-Hexyldecyl 3-ethyl-12-hexyl-6-isopropyl-10-oxo-9,11-dioxa-3,6-diazanonadecan-19-oate